4-(1H-pyrazolo[3,4-b]pyridin-4-yl)-6-[2-(trifluoromethyl)-1-piperidinyl]-1H-pyridin-2-one N1N=CC=2C1=NC=CC2C2=CC(NC(=C2)N2C(CCCC2)C(F)(F)F)=O